C[C@H]1CC[C@@H](C(C1)=O)C(C)C (2R,5S)-5-methyl-2-(1-methylethyl)cyclohexanone